FC(CN1C(=NC=2C1=NC(=CC2)C=2C=CN1N(CN=CC12)[C@H]1CN(C[C@H]1F)C)C)F 5-(3-(2,2-Difluoroethyl)-2-methyl-3H-imidazo[4,5-b]pyridin-5-yl)-N-((3S,4R)-4-fluoro-1-methylpyrrolidin-3-yl)pyrrolo[2,1-f][1,2,4]triazin